C1CCC2=C(C=CC=C12)C1(CCC(CC1)N)N 1-(2,3-dihydro-1H-inden-4-yl)cyclohexane-1,4-diamine